FC1=CC2=C(N(C(=N2)N2C[C@H]([C@@H](CC2)F)N)CC2=C(C=C(C=C2)F)C(F)(F)F)C=C1F (3R,4R)-1-(5,6-Difluoro-1-(4-fluoro-2-(trifluoromethyl)benzyl)-1H-benzimidazol-2-yl)-4-fluoro-3-piperidinamin